2-benzyl 1-(tert-butyl) (2S,4R)-4-fluoro-4-((((4-fluorophenoxy)carbonothioyl) oxy)methyl)pyrrolidine-1,2-dicarboxylate F[C@@]1(C[C@H](N(C1)C(=O)OC(C)(C)C)C(=O)OCC1=CC=CC=C1)COC(=S)OC1=CC=C(C=C1)F